4-(3-hydroxypropyl)-2,3-dioxo-3,4-dihydroquinoxaline OCCCN1C(C(NC2=CC=CC=C12)=O)=O